4-Bromo-3-cyclopropyl-1H-benzimidazol-2-one BrC1=CC=CC=2NC(N(C21)C2CC2)=O